[Si](C)(C)(C(C)(C)C)OC1[C@H](O[C@H](C1OC)N1C(NC(C=C1)=O)=O)CON1C(C2=CC=CC=C2C1=O)=O 2-[[(2R,5R)-3-[tert-butyl(dimethyl)silyl]oxy-5-(2,4-dioxopyrimidin-1-yl)-4-methoxy-tetrahydrofuran-2-yl]methoxy]isoindoline-1,3-dione